FC=1C=C(C=C(C1)C(NC)=O)C[C@@H]1CC[C@H](CC1)C(=O)OC methyl trans-4-[[3-fluoro-5-(methylcarbamoyl)phenyl]methyl]cyclohexanecarboxylate